2-(1-(2,6-Dioxopiperidin-3-yl)-5-fluoro-3-methyl-1H-indazol-4-yl)acetaldehyde O=C1NC(CCC1N1N=C(C2=C(C(=CC=C12)F)CC=O)C)=O